C(C(=C)C)(=O)OCCCCCCCCCCCCCCCCO 16-hydroxyhexadecyl methacrylate